C(C)N1CCC[C@@H]2CC3=C(C[C@@H]12)C=CC(=C3OCOC)OC(=O)NCC(=O)OC(C)(C)C tert-butyl ((((4aR,10aR)-1-ethyl-6-(methoxymethoxy)-1,2,3,4,4a,5,10,10a-octahydrobenzo[g]quinolin-7-yl)oxy)carbonyl)glycinate